F[C@@H]1[C@H](CNC1)NC1=NC(=CC=C1)C1=CN=C2N1C=C(C=C2)C2(CC2)C N-((3S,4S)-4-fluoropyrrolidin-3-yl)-6-(6-(1-methylcyclopropyl)imidazo[1,2-a]pyridin-3-yl)pyridin-2-amine